CSC(=CC=O)SC 3,3-di(methylthio)prop-2-en-1-one